C(#N)C(C)(C)N1N=C(C(=C1)NC=O)OC(C)C N-[1-(1-cyano-1-methyl-ethyl)-3-isopropoxy-pyrazol-4-yl]formamide